[1,3-bis-(2,4,6-trimethylphenyl)-2-imidazolidinylidene]dichloro(benzylidene)(diethylphenylphosphine) ruthenium (II) [Ru+2].CC1=C(C(=CC(=C1)C)C)N1C(N(CC1)C1=C(C=C(C=C1C)C)C)=C(C=CC1=CC=CC=C1)P(C1=C(C(=CC=C1)Cl)Cl)CC